4-amino-1-((2R,3R,4S,5R)-3,4-dihydroxy-5-(hydroxymethyl)-5-methyltetrahydrofuran-2-yl)-5-fluoropyrimidin-2(1H)-one NC1=NC(N(C=C1F)[C@@H]1O[C@]([C@H]([C@H]1O)O)(C)CO)=O